NC1=NC=C(C2=C1C(=NN2C)C2=CC(=C(C=C2)NS(=O)(=O)C(F)F)O[C@@H](C)C2=CC=C(C=C2)F)C=2C=NN(C2)CCOCCOCC(=O)O 2-{2-[2-(4-{4-amino-3-[4-(difluoromethanesulfonamido)-3-[(1S)-1-(4-fluorophenyl)ethoxy]phenyl]-1-methyl-1H-pyrazolo[4,3-c]pyridin-7-yl}-1H-pyrazol-1-yl)ethoxy]ethoxy}acetic acid